Cl.Cl.NCCCCN(C1=C2CN(C(C2=CC=C1)=O)C1C(NC(CC1)=O)=O)CCCCCN 3-(4-((4-Aminobutyl)(5-aminopentyl)amino)-1-oxoisoindolin-2-yl)piperidine-2,6-dione dihydrochloride